FC1=C(C=CC2=C1SC1=C2C=CC(=C1F)OCCCC)O 4,6-difluoro-7-butoxydibenzo[b,d]thiophene-3-ol